(2-bromoethyl)diphenylsulfanium triflate [O-]S(=O)(=O)C(F)(F)F.BrCC[S+](C1=CC=CC=C1)C1=CC=CC=C1